6-bromo-N-[5-(difluoromethoxy)-3-fluoro-6-methoxy-2-pyridyl]pyrazolo[1,5-a]pyridine BrC=1C=CC=2N(C1)N(CC2)C2=NC(=C(C=C2F)OC(F)F)OC